3-cyclohexyl-amino-1-propanesulphonic acid C1(CCCCC1)CCC(S(=O)(=O)O)N